(8R,9R,10S)-10-(hydroxymethyl)-N-(4-(2-morpholinoethoxy)phenyl)-9-(4-(phenylethynyl)phenyl)-1,6-diazabicyclo[6.2.0]decane-6-carboxamide OC[C@@H]1[C@@H]([C@@H]2CN(CCCCN12)C(=O)NC1=CC=C(C=C1)OCCN1CCOCC1)C1=CC=C(C=C1)C#CC1=CC=CC=C1